N-(1-((1s,2s)-2-ethylcyclopropyl)-2-oxo-1,2-dihydropyridin-3-yl)-7-isopropoxy-2-(1-methyl-2-oxabicyclo[2.1.1]hex-4-yl)imidazo[1,2-a]pyrimidine-6-carboxamide C(C)[C@@H]1[C@H](C1)N1C(C(=CC=C1)NC(=O)C=1C(=NC=2N(C1)C=C(N2)C21COC(C2)(C1)C)OC(C)C)=O